C(CCCCCCC)NC(OC1=CC(=CC=C1)C=1C=NC=C(C1)C(NOC1OCCCC1)=O)=O 3-(5-(((tetrahydro-2H-pyran-2-yl)oxy)carbamoyl)pyridin-3-yl)phenyl octylcarbamate